CC[C@H](/C=C/[C@@](C)([C@H]1CC[C@@H]2[C@@]1(CC[C@H]3[C@H]2CC=C4[C@@]3(CC[C@@H](C4)O)C)C)O)C(C)C The molecule is a member of the class of phytosterols that is stigmasta-5,22-diene substituted by hydroxy groups at positions 3 and 20 (the 3beta,22E stereoisomer). Isolated from the whole plants of Leucas urticifolia, it exhibits cholinesterase inhibitory activity. It has a role as a metabolite and an EC 3.1.1.8 (cholinesterase) inhibitor. It is a member of phytosterols, a 3beta-sterol, a tertiary alcohol and a 3beta-hydroxy-Delta(5)-steroid. It derives from a hydride of a stigmastane.